P(=O)(O)(O)CCOC(C)=O.CC1N(C=CN1C)CC methyl-1-ethyl-3-methylimidazole phosphonoethyl-acetate